potassium, hydrochloride Cl.[K]